FC1=C(C=C(C=C1)F)[C@]12CN(C([C@@H]2C1)O)C(=O)OC(C)(C)C tert-butyl (S,5R)-1-(2,5-difluorophenyl)-4-hydroxy-3-azabicyclo[3.1.0]hexane-3-carboxylate